2-(2-fluorophenylsulfonyl)acetonitrile FC1=C(C=CC=C1)S(=O)(=O)CC#N